[Zn].[Ta].[Ce] cerium-tantalum-zinc